acryloyl-p-amino-benzoic acid C(C=C)(=O)C1=C(C(=O)O)C=CC(=C1)N